N-(4-(aminomethyl)cyclohexyl)-4-(4,4-dimethylcyclohexyl)aniline NCC1CCC(CC1)NC1=CC=C(C=C1)C1CCC(CC1)(C)C